ClC=1C=C(C=CC1)[C@@H]1[C@H](C1)C(=O)NC1=NC=NC(=C1)NCC=1N=C2N(C=C(C=C2N(C(C)=O)C)C2CC2)C1 (1S,2S)-2-(3-chlorophenyl)-N-(6-(((6-cyclopropyl-8-(N-methylacetamido)imidazo[1,2-a]pyridin-2-yl)methyl)amino)pyrimidin-4-yl)cyclopropane-1-carboxamide